CC1(CN(C1)CC(=O)NC=1C=C(C(=NC1)C)NC(=O)C=1N=NN2C1C=CC(=C2)C2=CC(=CC=C2)S(=O)(=O)C)C N-(5-(2-(3,3-dimethylazetidin-1-yl)acetamido)-2-methylpyridin-3-yl)-6-(3-(methylsulfonyl)phenyl)-[1,2,3]triazolo[1,5-a]pyridine-3-carboxamide